(S)-1-((S)-8-(4'-(aminomethyl)-4-ethoxybiphenyl-3-ylsulfonyl)-1-oxa-8-azaspiro[4.5]decan-3-ylamino)-3-(3-(methoxymethylsulfonyl)phenoxy)propan-2-ol NCC1=CC=C(C=C1)C1=CC(=C(C=C1)OCC)S(=O)(=O)N1CCC2(C[C@@H](CO2)NC[C@@H](COC2=CC(=CC=C2)S(=O)(=O)COC)O)CC1